[(4S)-7-chloro-6-(3-fluoro-6-hydroxy-2-pyridyl)-4-methyl-8-(trifluoromethyl)-4H-[1,2,4]triazolo[1,5-a][1,4]benzodiazepin-2-yl]-(3-fluoroazetidin-1-yl)methanone ClC1=C(C=CC2=C1C(=N[C@H](C=1N2N=C(N1)C(=O)N1CC(C1)F)C)C1=NC(=CC=C1F)O)C(F)(F)F